C(C)(C)(C)C=1C=C(C=C(C1)C(C)(C)C)S(=O)(=O)[O-].[Na+] Sodium 3,5-di-tert-butylbenzenesulfonate